OC1=C(C(=CC(=C1)OC)OC)C(CCCCC)=O 1-(2-hydroxy-4,6-dimethoxyphenyl)hexane-1-one